NCC1CNCCC1C1=C(C=C(C(=C1)Cl)Cl)O rel-2-[3-(aminomethyl)piperidin-4-yl]-4,5-dichlorophenol